amino-N-(2-methoxyethyl)-1,3-benzothiazole-5-carboxamide NC=1SC2=C(N1)C=C(C=C2)C(=O)NCCOC